tert-Butyl 2,2-dimethyl-4-(prop-1-en-2-yl)pyrrolidine-1-carboxylate CC1(N(CC(C1)C(=C)C)C(=O)OC(C)(C)C)C